8-chloro-2-(5-fluoro-1H-pyrazol-3-yl)isoquinolin-1(2H)-one ClC=1C=CC=C2C=CN(C(C12)=O)C1=NNC(=C1)F